3-(prop-2-yl)-1-benzofuran CC(C)C1=COC2=C1C=CC=C2